C(#N)C1(CC1)NS(=O)(=O)C=1C=C(C=2N(C1)C(=NC2)C=2SC(=NN2)C(F)F)C2=CC=C(C=C2)OC(F)(F)F N-(1-cyanocyclopropyl)-3-(5-(difluoromethyl)-1,3,4-thiadiazol-2-yl)-8-(4-(trifluoromethoxy)phenyl)imidazo[1,5-a]pyridine-6-sulfonamide